[(S)-8-((R)-3-Methylmorpholin-4-yl)-6-oxo-2-trifluoromethyl-3,4-dihydro-2H,6H-pyrimido[1,2-a]pyrimidin-1-yl]acetic acid ethyl ester C(C)OC(CN1C=2N(CC[C@H]1C(F)(F)F)C(C=C(N2)N2[C@@H](COCC2)C)=O)=O